CC(C)N(C(=O)N[C@H](C(=O)O)CCN(CCCCC1=NC=2NCCCC2C=C1)[C@H](COCC)C)C(C)C (2S)-2-[bis(1-methylethyl)carbamoylamino]-4-[[(1S)-2-ethoxy-1-methyl-ethyl]-[4-(5,6,7,8-tetrahydro-1,8-naphthyridin-2-yl)butyl]amino]butanoic acid